3-(trifluoromethyl)-1H-indazole-5-carboxylic acid methyl ester COC(=O)C=1C=C2C(=NNC2=CC1)C(F)(F)F